N1=CC=C(C=C1)CC1=C(C(=O)N)C=CC=C1C(=O)N (pyridin-4-ylmethyl)isophthalamide